COC1=C2C=C(NC2=CC=C1)C(=O)N[C@@H](CC(C)C)C(=O)N[C@@H](C[C@H]1C(NCC1)=O)C(=O)OC Methyl N-(4-methoxy-1H-indole-2-carbonyl)-L-leucyl-3-[(3S)-2-oxopyrrolidin-3-yl]-L-alaninate